4-(4'-chloro-[1,1'-biphenyl]-3-yl)-9,9-diphenyl-9H-fluorene ClC1=CC=C(C=C1)C1=CC(=CC=C1)C1=CC=CC=2C(C3=CC=CC=C3C12)(C1=CC=CC=C1)C1=CC=CC=C1